N-(2-bromo-3-methoxyphenyl)hydroxylamine BrC1=C(C=CC=C1OC)NO